2-(trimethylsilyloxy)furan C[Si](OC=1OC=CC1)(C)C